C(C)(C)(C)OC(CC1(CCN(CCC1)C1=C(C=C(C=C1)NC1C(NC(CC1)=O)=O)F)O)=O.C(CCCCCCC)C=1SC=CC1 octyl-thiophene tert-butyl-2-[1-[4-[[2,6-dioxo-3-piperidyl]amino]-2-fluoro-phenyl]-4-hydroxy-azepan-4-yl]acetate